ClC1=CC(=NC=C1C(=O)N1C(CN(CC1)[C@H](C(=O)NC1=NC=C(C=C1)OC1=CC=C(C=C1)F)C)(C)C)OC (S)-2-(4-(4-chloro-6-methoxynicotinoyl)-3,3-dimethylpiperazin-1-yl)-N-(5-(4-fluorophenoxy)pyridin-2-yl)propanamide